ClC1=C(C=C2C=C(N=CC2=C1)NC(=O)[C@@H]1COC2(CCC2)C1)C1CCN(CC1)[C@@]1(COC[C@@H]1O)C (7S)-N-(7-chloro-6-(1-((3R,4R)-4-hydroxy-3-methyltetrahydrofuran-3-yl)piperidin-4-yl)isoquinolin-3-yl)-5-oxaspiro[3.4]octane-7-carboxamide